FC(C(=O)O)(F)F.FC1=C(COC2C3CNCC2C3)C=CC(=C1)C(F)(F)F 6-((2-fluoro-4-(trifluoromethyl)benzyl)oxy)-3-azabicyclo[3.1.1]heptane 2,2,2-trifluoroacetate